C(C)(C)(C)OC(=O)N1C[C@@H](NCC1)COC1=C(C(=O)O)C=C(C(=N1)Cl)Cl (((R)-4-(tert-butoxycarbonyl)piperazin-2-yl)methoxy)-5,6-dichloronicotinic acid